4-methylamino-1-(6-methyl-pyridine-3-yl)-1-butanone CNCCCC(=O)C=1C=NC(=CC1)C